BrC=1C=C(C=CC1)C(C)(C1CCC1)C1=NN=CN1C 3-(1-(3-bromophenyl)-1-cyclobutylethyl)-4-methyl-4H-1,2,4-triazole